(3R,6S)-1-{1-[(1-benzoylazetidin-3-yl)methyl]-2-[1-(cyclopropylmethyl)-1H-pyrrolo[2,3-b]pyridin-2-yl]-7-methoxy-1H-1,3-benzodiazole-5-carbonyl}-6-methylpiperidin-3-amine C(C1=CC=CC=C1)(=O)N1CC(C1)CN1C(=NC2=C1C(=CC(=C2)C(=O)N2C[C@@H](CC[C@@H]2C)N)OC)C2=CC=1C(=NC=CC1)N2CC2CC2